(3r,4r)-4-fluoro-1-(6-fluoro-3-((5-methyl-1,3,4-thiadiazol-2-yl)methyl)-3H-imidazo[4,5-b]pyridin-2-yl)piperidin-3-amine F[C@H]1[C@@H](CN(CC1)C1=NC=2C(=NC=C(C2)F)N1CC=1SC(=NN1)C)N